C1(CC1)N1N=C(N=C1C1CCOCC1)C=1C=C(C=NC1)[C@@](O)(C1=CC=C(C=C1)C(C)C)C1(CN(C1)CC(F)F)C (R)-{5-[1-Cyclopropyl-5-(tetrahydro-pyran-4-yl)-1H-[1,2,4]triazol-3-yl]-pyridin-3-yl}-[1-(2,2-difluoro-ethyl)-3-methyl-azetidin-3-yl]-(4-isopropyl-phenyl)-methanol